C1(CC1)(C1CC1)N1N=NC(=C1I)[C@H](C=1C(=NC(=CC1)F)C)NC=1C=C2C(=C(C=NC2=C(C1)Cl)C#N)NCC(C)(C)C (S)-6-(((1-([1,1'-bi(cyclopropan)]-1-yl)-5-iodo-1H-1,2,3-triazol-4-yl)(6-fluoro-2-methylpyridin-3-yl)methyl)amino)-8-chloro-4-(neopentylamino)quinoline-3-carbonitrile